NC1=C(C(N(C2=NC(=CC=C12)NC1CC1)C1=CC=C(C=C1)C(C)O)=O)C(=O)OC methyl 4-amino-7-(cyclopropylamino)-1-(4-(1-hydroxyethyl)phenyl)-2-oxo-1,2-dihydro-1,8-naphthyridine-3-carboxylate